N-((1r,4r)-4-(acetamidomethyl)cyclohexyl)-5-(1H-imidazol-1-yl)-1H-pyrazolo[3,4-c]pyridine-7-carboxamide C(C)(=O)NCC1CCC(CC1)NC(=O)C=1N=C(C=C2C1NN=C2)N2C=NC=C2